2-(4-cyclopropyl-6-methoxypyrimidin-5-yl)-8-((6-(3,3-dimethylpyrrolidin-1-yl)pyridin-3-yl)methyl)-7,8-dihydro-6H-pyrimido[5,4-b][1,4]oxazine C1(CC1)C1=NC=NC(=C1C=1N=CC=2OCCN(C2N1)CC=1C=NC(=CC1)N1CC(CC1)(C)C)OC